COC(=O)C1=C(C=NC=C1)NC[C@@H]1CCOC2=C1C=CC(=C2)C2=CC=C(C=C2)C 3-({[(4R)-7-(4-methylphenyl)-3,4-dihydro-2H-1-benzopyran-4-yl]methyl}amino)pyridine-4-carboxylic acid methyl ester